N-(3-Amino-propyl)methacryl-amide NCCCNC(C(=C)C)=O